(1R,2S,3S,5S)-3-([6-[2-(dimethylcarbamoyl)-5-(methoxymethoxy)-1-benzofuran-6-yl]-1,2,4-triazin-3-yl] (methyl) amino)-2-fluoro-8-azabicyclo[3.2.1]octane-8-carboxylate CN(C(=O)C=1OC2=C(C1)C=C(C(=C2)C2=CN=C(N=N2)N([C@@H]2[C@@H]([C@H]1CC[C@@H](C2)N1C(=O)[O-])F)C)OCOC)C